O=C1NC2(C(N1)=O)C(CCC2)CC2=C(C=CC(=C2)S(=O)(=O)N)C2=CC(=C(C(=C2)F)F)F ((2,4-dioxo-1,3-diazaspiro[4.4]nonane-6-yl)methyl)-3',4',5'-trifluoro-[1,1'-biphenyl]-4-sulfonamide